methyl (R)-3-(3-(7-((2-hydroxyethyl)sulfonyl)-2,6,6-trimethyl-1-(2-methylhydrazineyl)-1-oxoheptan-2-yl)phenyl)-2,2-dimethylpropanoate OCCS(=O)(=O)CC(CCC[C@](C(=O)NNC)(C)C=1C=C(C=CC1)CC(C(=O)OC)(C)C)(C)C